BrC1=CC=C(C2=C1NC=N2)C(=O)N2CCC=1N(N=C3CCN(C[C@@H]2C13)C(C=C)=O)C1=C(C=C(C=C1)C(C)C)O |o1:23| (S or R)-1-(5-(7-bromo-1H-benzo[d]imidazole-4-carbonyl)-2-(2-hydroxy-4-isopropylphenyl)-2,3,4,5,5a,6,8,9-octahydro-7H-1,2,5,7-tetraazabenzo[cd]azulen-7-yl)prop-2-en-1-one